(2S,3S,4R,5S)-4-[[3-[6-(difluoromethyl)-2-methoxy-3-pyridinyl]-4,5-dimethyl-5-(trifluoromethyl)tetrahydrofuran-2-carbonyl]amino]pyridine-2-carboxamide FC(C1=CC=C(C(=N1)OC)[C@H]1[C@H](O[C@@]([C@@H]1C)(C(F)(F)F)C)C(=O)NC1=CC(=NC=C1)C(=O)N)F